C(C)C(CCC=C(C)C)(C)OC(CC(C)C)=O 3-methyl-butyric acid-1-ethyl-1,5-dimethyl-4-hexenyl ester